COC(=O)C1(CCN(CC1)CC1=C(C(=CC=C1)Cl)F)CC1=NC(=CC=C1F)NC1=NN(C(=C1)C)C(=O)OC(C)(C)C 4-((6-((1-(tert-butoxycarbonyl)-5-methyl-1H-pyrazol-3-yl)amino)-3-fluoropyridin-2-yl)methyl)-1-(3-chloro-2-fluorobenzyl)piperidine-4-carboxylic acid methyl ester